2-(4-((3-(4-methoxy-3-(pentyloxy)phenyl)-2-oxotetrahydropyrimidin-1(2H)-yl)methyl)-3-((trifluoromethyl)thio)-1H-pyrrolo[2,3-b]pyridin-1-yl)-N,N-dimethylacetamide COC1=C(C=C(C=C1)N1C(N(CCC1)CC1=C2C(=NC=C1)N(C=C2SC(F)(F)F)CC(=O)N(C)C)=O)OCCCCC